C(#N)CCC=1C(=NC(=NC1OC)NS(=O)(=O)C1=CNC2=C(C(=CC=C12)C(F)F)F)OC N-[5-(2-cyanoethyl)-4,6-dimethoxy-pyrimidin-2-yl]-6-(difluoromethyl)-7-fluoro-1H-indole-3-sulfonamide